COC1=CC=C(C=C1)C(OCCC(C=CC=CC#CC(CC=CCC)O[Si](C)(C)C(C)(C)C)O)(C1=CC=CC=C1)C1=CC=C(C=C1)OC 1-[bis(4-methoxyphenyl)(phenyl)methoxy]-10-{[tert-butyl(dimethyl)silyl]oxy}pentadeca-4,6,12-trien-8-yn-3-ol